C(#N)C=1C(=NC(=CC1C(F)(F)F)C(F)(F)F)N1C(=CC=C1)C(=O)NC1=CC=C(C=C1)F 1-(3-cyano-4,6-bis(trifluoromethyl)pyridin-2-yl)-N-(4-fluorophenyl)-1H-pyrrole-2-carboxamide